2-isopropyl-3,3-dimethylbutanoic acid C(C)(C)C(C(=O)O)C(C)(C)C